2-(imidazo[1,2-a]pyridin-6-ylmethoxy)-5-methoxybenzaldehyde N=1C=CN2C1C=CC(=C2)COC2=C(C=O)C=C(C=C2)OC